C1(C=CC=C1)[Ti](C1=C(C(=C(C(=C1F)F)F)F)F)(C1=C(C(=C(C(=C1F)F)F)F)F)C1C=CC=C1 bis(cyclopentadienyl)-bis(2,3,4,5,6-pentafluorophenyl)titanium